tert-butyl 4-(((7-((tert-butoxycarbonyl) (4-(pyridin-2-yl) benzyl) amino)-3-cyclopropylpyrazolo[1,5-a]pyrimidin-5-yl) amino) methyl)-4-fluoropiperidine-1-carboxylate C(C)(C)(C)OC(=O)N(C1=CC(=NC=2N1N=CC2C2CC2)NCC2(CCN(CC2)C(=O)OC(C)(C)C)F)CC2=CC=C(C=C2)C2=NC=CC=C2